6-(4-chloro-3-isopropyl-3H-imidazo[4,5-c]pyridin-6-yl)-1-((1s,3s)-3-(3,3-dimethylpyrrolidin-1-yl)cyclobutyl)-1'-(oxetan-3-yl)spiro[indolin-3,4'-piperidin]-2-one ClC1=NC(=CC2=C1N(C=N2)C(C)C)C2=CC=C1C(=C2)N(C(C12CCN(CC2)C2COC2)=O)C2CC(C2)N2CC(CC2)(C)C